((2S,3R,6S)-2,6-Dimethyl-3-(((5-(trifluoromethyl)pyrimidin-2-yl)amino)methyl)morpholino)(4-(5-fluoropyrimidin-2-yl)-1,5-dimethyl-1H-pyrazol-3-yl)methanone C[C@@H]1O[C@H](CN([C@@H]1CNC1=NC=C(C=N1)C(F)(F)F)C(=O)C1=NN(C(=C1C1=NC=C(C=N1)F)C)C)C